CN(C1CCN(CC1)C1=C(C=C(C=C1)NC=1N=C(C2=C(N1)SC=C2C)NC2=CC(=CC=C2)OC)OC)C N2-(4-(4-(dimethylamino)piperidin-1-yl)-3-methoxyphenyl)-N4-(3-methoxyphenyl)-5-methylthieno[2,3-d]pyrimidine-2,4-diamine